(2S,4R)-4-hydroxy-N-methyl-1-((S)-3-methyl-2-(4-(pyrimidin-2-yl)-1H-1,2,3-triazol-1-yl)butyryl)pyrrolidine-2-carboxamide O[C@@H]1C[C@H](N(C1)C([C@H](C(C)C)N1N=NC(=C1)C1=NC=CC=N1)=O)C(=O)NC